trimethylene furan-2,3-dicarboxylate O1C2=C(C=C1)C(=O)OCCCOC2=O